2-[6-amino-5-[8-[2-[3-(3-pyrimidin-4-ylazetidin-1-yl)prop-1-ynyl]-4-pyridyl]-3,8-diazabicyclo[3.2.1]octan-3-yl]pyridazin-3-yl]phenol NC1=C(C=C(N=N1)C1=C(C=CC=C1)O)N1CC2CCC(C1)N2C2=CC(=NC=C2)C#CCN2CC(C2)C2=NC=NC=C2